FC=1C(=C2C(=NC(=NN2C1)N[C@@H]1[C@@H](CN(CC1)C1(COC1)C)F)OC)C=1C=C2C=CC=NC2=CC1 6-fluoro-N-((3R,4S)-3-fluoro-1-(3-methyloxetan-3-yl)piperidin-4-yl)-4-methoxy-5-(quinolin-6-yl)pyrrolo[2,1-f][1,2,4]triazin-2-amine